N1C(=NC2=C1C=CC=C2)C2=CC=CC(=N2)C(=O)N2CCNCC2 [6-(1H-Benzimidazol-2-yl)-2-pyridyl]-piperazin-1-yl-methanone